(S)-N-((R)-1-(6-chloro-1-(1-methylcyclopropoxy)-2,7-naphthyridin-4-yl)propyl)-2-methylpropan-2-sulfinamide ClC=1C=C2C(=CN=C(C2=CN1)OC1(CC1)C)[C@@H](CC)N[S@@](=O)C(C)(C)C